(oxirane-2-yl)ethan-1-ol O1C(C1)C(C)O